tert-butyl (2-((3-aminopropyl)amino)-2-oxoethoxy)carbamate NCCCNC(CONC(OC(C)(C)C)=O)=O